1,8-bis(methylamino)-3,6-dioxaoctane CNCCOCCOCCNC